N-(3-ethynyl-2-fluorophenyl)-7-methoxyquinazoline C(#C)C=1C(=C(C=CC1)N1CN=CC2=CC=C(C=C12)OC)F